NCC1=C(C(=O)O)C=CC=C1.C(C#C)C(C(O)=O)CCC[C@@H]1SC[C@@H]2NC(=O)N[C@H]12 Propargyl-Biotin Aminomethylbenzoate